tert-butyl 4-((2-hydroxyethyl)amino)piperidine-1-carboxylate OCCNC1CCN(CC1)C(=O)OC(C)(C)C